NC1=NC=CC=2N1C(=NC2C2CN(CCC2)C(C#CC)=O)C2=CC=C(C=C2)OC2=NC=CC(=C2)C2CC2 1-(3-(5-amino-3-(4-((4-cyclopropylpyridin-2-yl)oxy)phenyl)imidazo[1,5-c]pyrimidin-1-yl)piperidin-1-yl)but-2-yn-1-one